C1(=CC=CC=C1)C1=CC=C(N1)C=O 5-PHENYLPYRROLE-2-CARBOXALDEHYDE